2-[5-Cyano-6-(1-methyl-1H-pyrazol-4-yl)-pyridin-3-yl]-pentanoic Acid (3-tert-butyl-isoxazol-5-yl)-amide C(C)(C)(C)C1=NOC(=C1)NC(C(CCC)C=1C=NC(=C(C1)C#N)C=1C=NN(C1)C)=O